N1N=CN=C1.C(C)N(CCCN)CC 3-diethylaminopropylamine-1,2,4-triazole salt